3-[2-chloro-5-(3,5-dimethyl-2,6-dioxo-4-thioxo-1,3,5-triazin-1-yl)-4-fluoro-phenyl]-5-methyl-4H-isoxazole-5-carbonyl chloride ClC1=C(C=C(C(=C1)F)N1C(N(C(N(C1=O)C)=S)C)=O)C1=NOC(C1)(C(=O)Cl)C